COC[C@@H]1OCCN(C1)C=1C=CC(=NC1)NC=1C=CC(=C2CNC(C12)=O)C1=CN=C2N1C=CC(=N2)C (R)-7-((5-(2-(methoxymeth-yl)morpholino)pyridin-2-yl)amino)-4-(7-methyl-imidazo[1,2-a]pyrimidin-3-yl)isoindolin-1-one